C(C1=CC=CC=C1)OC(=O)N[C@H](C(=O)O)CCO (S)-2-(((benzyloxy)carbonyl)amino)-4-hydroxybutyric acid